tert-butyl 8-(4-nitrophenyl)-3,8-diazabicyclo[3.2.1]octane-3-carboxylate [N+](=O)([O-])C1=CC=C(C=C1)N1C2CN(CC1CC2)C(=O)OC(C)(C)C